Cl.N1CC(=CC=C1)C(=O)N 1H-pyridine-3-carboxamide hydrochloride